CC(=CC(=O)O)CC 3-METHYL-2-PENTENOIC ACID